OC1=C(C=C(C=C1OC)C1=C(C(=NC(=C1)C1=CC=C(C=C1)Cl)N)C#N)OC 4-(4-hydroxy-3,5-dimethoxyphenyl)-6-p-chlorophenyl-2-amino-3-cyanopyridine